OC(CCC)O 1,1-dihydroxybutane